(S)-2-amino-N-(3-chloro-2-fluorobenzyl)pentanamide N[C@H](C(=O)NCC1=C(C(=CC=C1)Cl)F)CCC